2-[methyl-(benzenesulfonyl)amino]-N,N-bis(2-thienylmethyl)acetamide CN(CC(=O)N(CC=1SC=CC1)CC=1SC=CC1)S(=O)(=O)C1=CC=CC=C1